5-formyl-6-hydroxy-1-methyl-3-oxo-3,8,9,10-tetrahydropyrano[3,2-f]Chromen C(=O)C1=C2C(=C3CCCOC3=C1O)C(=CC(O2)=O)C